2,4,6-tri-t-butylresorcinol C(C)(C)(C)C1=C(O)C(=CC(=C1O)C(C)(C)C)C(C)(C)C